FC1=CC2=C(NC=N2)C=C1F 5,6-difluoro-1H-benzimidazol